3-(3-Acetylphenyl)-3,3-difluoro-2,2-dimethylpropionitrile C(C)(=O)C=1C=C(C=CC1)C(C(C#N)(C)C)(F)F